C(C)C(CC)OC(=O)N1C(CCC1C)C N-(1-ethylpropoxycarbonyl)-2,5-dimethylpyrrolidine